CC1=C2C=CC(=C(C2=CC=C1)C(=O)O)O The molecule is a member of the class of naphthoic acids that is 1-naphthoic acid substituted at positions 2 and 5 by hydroxy and methyl groups respectively. It has a role as a bacterial metabolite. It is a naphthoic acid and a member of naphthols. It is a conjugate acid of a 2-hydroxy-5-methyl-1-naphthoate.